4-(4-(3-fluoro-4-methylphenyl)-1H-1,2,3-triazol-1-yl)-2-(hydroxymethyl)-5-methoxytetrahydro-2H-pyran-3-ol FC=1C=C(C=CC1C)C=1N=NN(C1)C1C(C(OCC1OC)CO)O